C1(CC1)S(=O)(=O)NC1=NC=CC(=N1)C(C(=O)NC1=NC=C(C=C1)C1=NC(=CN=C1)OCC)C(C)C 2-(2-(cyclopropanesulfonylamino)pyrimidin-4-yl)-N-(5-(6-ethoxypyrazin-2-yl)pyridin-2-yl)-3-methylbutanamide